S1C(=NC2=C1C=CC=C2)C(C(=O)N)N2N=NC(=C2)C2=CC=CC=C2 (benzo[d]thiazol-2-yl)-2-(4-phenyl-1H-1,2,3-triazol-1-yl)acetamide